[(1r,3r)-3-aminocyclobutoxy]-2,3-dihydro-1H-isoindole-1,3-dione NC1CC(C1)ON1C(C2=CC=CC=C2C1=O)=O